(R)-3-(tert-butoxycarbonylamino)-4-(2,4,5-trifluorophenyl)butyric acid C(C)(C)(C)OC(=O)N[C@@H](CC(=O)O)CC1=C(C=C(C(=C1)F)F)F